C(C=C)C1=CC=CC=C1 trans-allyl-benzene